5-amyl-4-amino-1,2,4-triazole-3-thione C(CCCC)C=1N(C(NN1)=S)N